COC(C=CCC=CC(=O)O)=O methylenebisacrylic acid methyl ester